C(C)(C)(C)C1=NCCC(=C1)C[C@H]1OC(OC1)(C)C (R)-tert-butyl-4-((2,2-dimethyl-1,3-dioxolan-4-yl)methyl)-5,6-dihydropyridine